(E)-4-methylthiazole-5-carboxylic acid hydrazide CC=1N=CSC1C(=O)NN